(2-Fluoro-3-((1s,4s)-4-hydroxy-1',2'-dihydrospiro[cyclohexane-1,3'-pyrrolo[2,3-b]pyridin]-5'-yl)phenyl)((S)-2-(1-methyl-1H-pyrazol-4-yl)piperidin-1-yl)methanone FC1=C(C=CC=C1C=1C=C2C(=NC1)NCC21CCC(CC1)O)C(=O)N1[C@@H](CCCC1)C=1C=NN(C1)C